tris(4-methoxy-2,3,5,6-tetrafluorophenyl)borane COC1=C(C(=C(C(=C1F)F)B(C1=C(C(=C(C(=C1F)F)OC)F)F)C1=C(C(=C(C(=C1F)F)OC)F)F)F)F